C[C@@H]1CN(C[C@@H](O1)CN1CCNCC1)C1=C2C=CC=NC2=CC=C1 (2R,6S)-2-methyl-6-(piperazin-1-ylmethyl)-4-(quinolin-5-yl)morpholine